(1-((1H-1,2,4-triazol-5-yl)sulfonyl)pyrrolidin-3-yl)(4-(7-fluoroquinolin-4-yl)piperazin-1-yl)methanone N1N=CN=C1S(=O)(=O)N1CC(CC1)C(=O)N1CCN(CC1)C1=CC=NC2=CC(=CC=C12)F